1-{4-hydroxy-1-[3,3,3-tris-(4-fluoro-phenyl)-propionyl]-pyrrolidine-2-carbonyl}-pyrrolidine-2-carboxylic acid (1-methyl-piperidin-4-ylmethyl)-amide CN1CCC(CC1)CNC(=O)C1N(CCC1)C(=O)C1N(CC(C1)O)C(CC(C1=CC=C(C=C1)F)(C1=CC=C(C=C1)F)C1=CC=C(C=C1)F)=O